ClC=1C=C(C2=C(C1)C1(N(CCOC1)C(C=C)=O)CO2)C2=CC=CC=C2 1-(5-chloro-7-phenyl-2H-spiro[benzofuran-3,3'-morpholin]-4'-yl)prop-2-en-1-one